ethyl-(6-cyclopropylbenzo[d]thiazol-2-yl)methanol C(C)C(O)C=1SC2=C(N1)C=CC(=C2)C2CC2